(3R,5S)-N-(2-methoxyethyl)-5-methyl-1-[8-(trifluoromethyl)quinolin-5-yl]Piperidin-3-amine COCCN[C@H]1CN(C[C@H](C1)C)C1=C2C=CC=NC2=C(C=C1)C(F)(F)F